CC(=C)CC(CC(=C)C)C 2,4,6-trimethyl-1,6-heptadiene